C(#N)C=1C=C(C=NC1)C1=CC=C(C=C1)NC(C(C)(C)C=1N=C(SC1)NS(=O)(=O)CC)=O N-(4-(5-cyanopyridin-3-yl)phenyl)-2-(2-(ethylsulfonylamino)thiazol-4-yl)-2-methylpropanamide